CC(C#CC(B1OC(CN(CC(O1)=O)C)=O)NS(=O)(=O)C1=CC=C(C=C1)[N+](=O)[O-])(C)C N-(4,4-dimethyl-1-(6-methyl-4,8-dioxo-1,3,6,2-dioxazaborocan-2-yl)pent-2-yn-1-yl)-4-nitrobenzenesulfonamide